(S)-2,6-di-tert-butoxycarbonylaminohexanic acid C(C)(C)(C)OC(=O)N[C@H](C(=O)O)CCCCNC(=O)OC(C)(C)C